CC1=CC=C(C=C1)S(=O)(=O)OC1=CC=CC=C1 phenyl p-toluenesulfonate